2-(1-(3-methoxyphenyl)ethoxy)propan COC=1C=C(C=CC1)C(C)OC(C)C